(2-methylimidazo[1,2-b]pyridazin-6-yl)-7H-pyrrolo[2,3-d]pyrimidine CC=1N=C2N(N=C(C=C2)C=2N=CC3=C(N2)NC=C3)C1